3-((tert-butyldiphenylsilyl)oxy)cyclohexane-1-ol [Si](C1=CC=CC=C1)(C1=CC=CC=C1)(C(C)(C)C)OC1CC(CCC1)O